C(N)(=O)CC[C@@H]([C@@H](C)OCC1=CC=C(C=C1)C#CCCCO)NC(OC(C)(C)C)=O tert-butyl N-[(3S,4R)-1-carbamoyl-4-[[4-(5-hydroxypent-1-yn-1-yl)phenyl]methoxy] pentane-3-yl]carbamate